ClC1=CC=C(O[C@H](C(=O)NOC2CCC2)CCC(C)C)C=C1 (2S)-2-(4-chlorophenoxy)-N-cyclobutoxy-5-methylhexanamide